FC=1C=C(CN(C(OC(C)(C)C)=O)C)C=C(C1)F tert-butyl (3,5-difluorobenzyl)(methyl)carbamate